5-Fluoro-6-(2-methoxyethoxy)-3-[3-(4-{4-[(3S)-oxolan-3-yl]piperazine-1-carbonyl}phenyl)-1,2-oxazol-5-yl]-1H-indazole FC=1C=C2C(=NNC2=CC1OCCOC)C1=CC(=NO1)C1=CC=C(C=C1)C(=O)N1CCN(CC1)[C@@H]1COCC1